2',5-dichloro-2,4'-difluoro-N-(2-(trifluoromethyl)pyridin-4-yl)-[1,1'-biphenyl]-4-carboxamide ClC1=C(C=CC(=C1)F)C1=C(C=C(C(=C1)Cl)C(=O)NC1=CC(=NC=C1)C(F)(F)F)F